CC1=NC=CC=C1C1=NOC=C1 3-(2-Methylpyridin-3-yl)-1,2-oxazol